ClC=1C=C(C=NC1N1[C@H]2CN([C@@H](C1)C2)C)NC=2C(=NC(=C(N2)NC)C=2C1=C(C=NC2)N(C=N1)C)C(=O)N 3-[[5-chloro-6-[(1R,4R)-5-methyl-2,5-diazabicyclo[2.2.1]hept-2-yl]-3-pyridinyl]amino]-5-(methylamino)-6-(3-methylimidazo[4,5-c]pyridin-7-yl)pyrazine-2-carboxamide